(R)-2-((3-ethoxy-4-(N-(4-fluoro-3-(trifluoromethoxy)phenyl)sulfamoyl)phenyl)carbamoyl)-3-methylbutyl acetate C(C)(=O)OC[C@@H](C(C)C)C(NC1=CC(=C(C=C1)S(NC1=CC(=C(C=C1)F)OC(F)(F)F)(=O)=O)OCC)=O